FC1(C(C1)C1=CNC=2N=CN=C(C21)N[C@H]2CN(CCC2)C(C=C)=O)F ((3R)-3-((5-(2,2-difluorocyclopropyl)-7H-pyrrolo[2,3-d]pyrimidin-4-yl)amino)piperidin-1-yl)prop-2-en-1-one